C(C)(C)(C)[S@@](=NC(C(C)(C)C)=O)(=O)C1(CC1)C1=NC(=NC(=C1)N1[C@@H](COCC1)C)I N-((R)-tert-butyl(1-(2-iodo-6-((R)-3-methylmorpholino)pyrimidin-4-yl)cyclopropyl)(oxo)-λ6-sulfaneylidene)pivalamide